di-(4-n-butylphenyl) carbonate C(OC1=CC=C(C=C1)CCCC)(OC1=CC=C(C=C1)CCCC)=O